C(C)(=O)C1=C(OCC2CO2)C=CC=C1O 1-(2-acetyl-3-hydroxyphenoxy)-2,3-propylene oxide